3-(1-methyl-7-((R)-3-(piperazin-1-ylmethyl)pyrrolidin-1-yl)-1H-indazol-3-yl)piperidine-2,6-dione CN1N=C(C2=CC=CC(=C12)N1C[C@H](CC1)CN1CCNCC1)C1C(NC(CC1)=O)=O